5-Chloro-1H-indole-2-carboxylic acid ClC=1C=C2C=C(NC2=CC1)C(=O)O